CC1(OB(OC1(C)C)C1=NNC=C1)C 4,4,5,5-tetramethyl-1,3,2-dioxaborolane-2-yl-pyrazole